3-(tert-Butyl) 2-methyl (1R,2R,5S)-8-benzyl-3,8-diazabicyclo[3.2.1]octane-2,3-dicarboxylate C(C1=CC=CC=C1)N1[C@H]2[C@@H](N(C[C@@H]1CC2)C(=O)OC(C)(C)C)C(=O)OC